N-{1-[2-(2,1,3-benzoxadiazol-5-yl)quinolin-4-yl]ethyl}-2-methylbenzamide N=1ON=C2C1C=CC(=C2)C2=NC1=CC=CC=C1C(=C2)C(C)NC(C2=C(C=CC=C2)C)=O